S(N)([O-])(=O)=O.[NH4+] ammonium sulfamate salt